3-(4-((4-(((adamantan-1-yl)amino)methyl)benzyl)amino)-3-methyl-2-oxo-2,3-dihydro-1H-benzo[d]imidazol-1-yl)piperidine-2,6-dione C12(CC3CC(CC(C1)C3)C2)NCC2=CC=C(CNC3=CC=CC=1N(C(N(C13)C)=O)C1C(NC(CC1)=O)=O)C=C2